C(C1=CC=CC=C1)OC=1C=C(C=NC1)B(O)O 5-BENZYLOXY-3-PYRIDINYLBORONIC ACID